4-[cyclopropyl-[4-(5,6,7,8-tetrahydro-1,8-naphthyridin-2-yl)butyl]amino]-2-[(4,4-dimethylcyclohexoxy)carbonylamino]butanoic acid C1(CC1)N(CCC(C(=O)O)NC(=O)OC1CCC(CC1)(C)C)CCCCC1=NC=2NCCCC2C=C1